3'-(4-methylpiperidine-1-carbonyl)-[1,1-biphenyl]-3-carboxamide CC1CCN(CC1)C(=O)C=1C=C(C=CC1)C1=CC(=CC=C1)C(=O)N